Cl/C(/C(=O)OCCC)=C(/C(=O)OCCC)\Cl dipropyl 2,3-dichloromaleate